5-(4-((1H-pyrazol-4-yl)methyl)morpholin-2-yl)-4-methylisobenzofuran-1(3H)-one N1N=CC(=C1)CN1CC(OCC1)C=1C(=C2COC(C2=CC1)=O)C